C1(=CC=CC=C1)S(=O)(=O)SCC1CCN(CC1)C(=O)OC(C)(C)C tert-butyl 4-(((phenylsulfonyl)thio)methyl)piperidine-1-carboxylate